1-benzyl-6-oxopiperidin C(C1=CC=CC=C1)N1CCCCC1=O